tert-butyl (5-((5-chloro-2-ethoxybenzyl)amino)pentyl)carbamate ClC=1C=CC(=C(CNCCCCCNC(OC(C)(C)C)=O)C1)OCC